BrC1=NN(C(=N1)OC1=CC(=CC(=C1)F)Cl)CC(F)(F)F 3-bromo-5-(3-chloro-5-fluorophenoxy)-1-(2,2,2-trifluoroethyl)-1H-1,2,4-triazole